C[C@]12CCC(=O)C=C1CC[C@@H]3[C@@H]2CC[C@]4([C@H]3CCC4=O)C Androstendione